BrC=1C=C(C=NC1C)NC(C1=CC(=NC=C1)C(F)(F)F)=O N-(5-bromo-6-methylpyridin-3-yl)-2-(trifluoromethyl)isonicotinamide